C(C1=CC=CC=C1)N1CC(OCC1([2H])[2H])C1=CC=C(C=C1)F 4-Benzyl-2-(4-fluorophenyl)morpholine-5,5-d2